COC1=C(C=CC(=C1)OC)CN(C1=NC(=C(C(=N1)OC)/C=C/C#N)OC)CC1=C(C=C(C=C1)OC)OC (E)-3-[2-[bis[(2,4-dimethoxyphenyl)methyl]amino]-4,6-dimethoxy-pyrimidin-5-yl]prop-2-enenitrile